(R)-N-(3-(1-((2-amino-5-chloropyridin-3-yl)oxy)ethyl)phenyl)-1-methyl-1H-indazole-6-carboxamide NC1=NC=C(C=C1O[C@H](C)C=1C=C(C=CC1)NC(=O)C1=CC=C2C=NN(C2=C1)C)Cl